cis-2-(biphenyl-3-ylmethyl)-3-((1-phenylethyl)amino)pyrrolidine-1-carboxylic acid tert-butyl ester C(C)(C)(C)OC(=O)N1[C@H]([C@H](CC1)NC(C)C1=CC=CC=C1)CC=1C=C(C=CC1)C1=CC=CC=C1